CCCCCCCCCCCCCCC[C@H]([C@H](COP(=O)(O)OCCN)NC(=O)CCCCCCCCCCCCCCC)O The molecule is an N-acylsphinganine-1-phosphoethanolamine in which the N-acyl group is specified as hexadecanoyl. It derives from a hexadecanoic acid. It is a tautomer of a N-hexadecanoylsphinganine-1-phosphoethanolamine zwitterion.